N1=NN=CC=C1.NN1CC(=CC(=C1)N)N 1,3,5-triaminopyridine triazine salt